CC=1C(=NC(=CN1)[Sn](CCCC)(CCCC)CCCC)N methyl-6-tributylstannyl-pyrazin-2-amine